1-(1-methylphenyl)piperidin-4-yl methanesulfonate CS(=O)(=O)OC1CCN(CC1)C1(CC=CC=C1)C